1-bromo-4-chloro-5-fluoro-2-methoxy-3-(prop-1-yn-1-yl)benzene BrC1=C(C(=C(C(=C1)F)Cl)C#CC)OC